NC1=C(C=CC=C1)C=1OC[C@@H](N1)C(C)(C)C (S)-2-(2-aminophenyl)-4-(tert-butyl)-4,5-dihydrooxazole